2-{3-[4-Chloro-3-(2-methoxyethoxy)phenyl]-1-ethyl-1H-1,2,4-triazol-5-yl}-N-[(3,5-dichlorophenyl)methyl]acetamid ClC1=C(C=C(C=C1)C1=NN(C(=N1)CC(=O)NCC1=CC(=CC(=C1)Cl)Cl)CC)OCCOC